(R or S)-3-(2-(1-cyclopropyl-2-hydroxy-2-methylpropyl)-3-oxo-2,3-dihydro-1H-pyrrolo[3,4-c]pyridin-4-yl)-5-methoxybenzonitrile C1(CC1)[C@H](C(C)(C)O)N1C(C=2C(=NC=CC2C1)C=1C=C(C#N)C=C(C1)OC)=O |o1:3|